5-((4-((4'-chloro-5,5-dimethyl-3,4,5,6-tetrahydro-[1,1'-biphenyl]-2-yl)methyl)-2-Oxopiperazin-1-yl)methyl)-2-(2,6-dioxopiperidin-3-yl)isoindoline-1,3-dione ClC1=CC=C(C=C1)C1=C(CCC(C1)(C)C)CN1CC(N(CC1)CC=1C=C2C(N(C(C2=CC1)=O)C1C(NC(CC1)=O)=O)=O)=O